Methyl 2-methoxy-N-methyl-4-(trifluoromethyl)benzenecarboximidothioate COC1=C(C=CC(=C1)C(F)(F)F)C(=NC)SC